5-allyl-2,2-dimethyl-1,3-benzodioxol C(C=C)C1=CC2=C(OC(O2)(C)C)C=C1